5-isobutyrylcytidine tosylate S(=O)(=O)(C1=CC=C(C)C=C1)OC[C@@H]1[C@H]([C@H]([C@@H](O1)N1C(=O)N=C(N)C(=C1)C(C(C)C)=O)O)O